FC1=C(C(=CC(=C1)C(NC)=O)F)C=1N=C2N(C=CC(=C2)C)C1CC1CN(CCOC1)C(=O)OC methyl 6-((2-(2,6-difluoro-4-(methylcarbamoyl) phenyl)-7-methylimidazo[1,2-a]pyridin-3-yl) methyl)-1,4-oxazepan-4-carboxylate